C(#N)C(C)(C)C1=CC(=NC=C1)C(=O)NC1=CC(=C(C=C1)C)C=1C=NC2=CC(=NC=C2C1)N(C)CC1=CC=C(C=C1)OC 4-(2-cyanoprop-2-yl)-N-(3-(7-((4-methoxybenzyl)(methyl)amino)-1,6-naphthyridin-3-yl)-4-methylphenyl)pyridineamide